C1(CC1)CNCCCCC1=CC=CC=C1 N-(cyclopropylmethyl)-4-phenyl-butan-1-amine